allyl chloride formate C(=O)O.C(C=C)Cl